C(C)C1=NC(=C(C(=C1C(=O)N)O)C1=CC=C(C=C1)F)C 2-ethyl-5-(4-fluorophenyl)-4-hydroxy-6-methylpyridine-3-carboxamide